glycolate Silicon [Si+4].C(CO)(=O)[O-].C(CO)(=O)[O-].C(CO)(=O)[O-].C(CO)(=O)[O-]